O[C@H]1CN(CC1)CC=1C=C(C=CC1)C1=CC=C(C=C1)C=1C=C(C2=C(NC(=N2)C)C1)C(=O)O (R)-6-(3'-((3-hydroxypyrrolidin-1-yl)methyl)-[1,1'-biphenyl]-4-yl)-2-methyl-1H-benzo[d]imidazole-4-carboxylic acid